trans-8-((4-((cyclopropylmethyl)(4-fluoro-3-methoxyphenyl)amino)cyclohexyl)(methyl)amino)-5-methyl-6-oxo-5,6-dihydro-1,5-naphthyridine-2-carbonitrile C1(CC1)CN([C@@H]1CC[C@H](CC1)N(C1=CC(N(C=2C=CC(=NC12)C#N)C)=O)C)C1=CC(=C(C=C1)F)OC